C(C1=CC=CC=C1)N1CCC(CC1)C(=O)NCC1=C(C=C(C=C1)OC)C(F)(F)F 1-benzyl-N-(4-methoxy-2-(trifluoromethyl)benzyl)piperidine-4-carboxamide